Tert-Butyl N-[(3S,4S)-4-(propan-2-yloxy)pyrrolidin-3-yl]carbamate CC(C)O[C@@H]1[C@H](CNC1)NC(OC(C)(C)C)=O